beta-homoisoleucine N[C@@H]([C@@H](C)CC)CC(=O)O